4-(2-{[(2r,7as)-2-fluoro-hexahydro-1H-pyrrolizin-7a-yl]methoxy}-8-fluoro-4-(1,4-oxazepan-4-yl)pyrido[4,3-d]pyrimidin-7-yl)-5-ethynyl-6-fluoronaphthalene-2-ol F[C@@H]1C[C@@]2(CCCN2C1)COC=1N=C(C2=C(N1)C(=C(N=C2)C2=CC(=CC1=CC=C(C(=C21)C#C)F)O)F)N2CCOCCC2